F\C(\CO)=C\C=1N=NN(C1)CC1=CC=C(C=C1)OC (E)-2-fluoro-3-(1-(4-methoxybenzyl)-1H-1,2,3-triazol-4-yl)prop-2-en-1-ol